CCCCCCCCCCCCCC[C@H]([C@H]([C@H](CO[C@@H]1[C@@H]([C@H]([C@H]([C@H](O1)CNC(=O)C)O)O)O)NC(=O)CCCCCCCCCCCCC/C=C\\CCCCCCCC)O)O The molecule is a glycophytoceramide that consists of phytosphingosine having a 6-acetamido-6-deoxy-alpha-D-galactosyl attached at the O-1 position via a glycosidic linkage and a (Z)-tetracos-15-enoyl group attached to the nitrogen. It has a role as a ceramide allergen. It derives from an alpha-D-galactose.